NC1=NC=NN2C1=C(C=C2C=2C=C(C(=NC2)OC)C(=O)NC=2OC=C(N2)C(NC(C)(C)C)=O)C(F)(F)F 5-[4-amino-5-(trifluoromethyl)pyrrolo-[2,1-f][1,2,4]triazin-7-yl]-N-[4-(tert-butylcarbamoyl)-1,3-oxazol-2-yl]-2-methoxypyridine-3-carboxamide